C(C1=CC=CC=C1)N1C(CN(C2=CC=C(C=C12)[N+](=O)[O-])C)=O 1-benzyl-4-methyl-7-nitro-3,4-dihydroquinoxalin-2(1H)-one